OCCN1C(C(CC1)N1CSC(=C1C)COC=1C=CC2=C(C=C(O2)C)C1)=O N-(1-(2-hydroxyethyl)-2-oxopyrrolidin-3-yl)-2-methyl-5-((4-methylthiazol-5-yl)methoxy)benzofuran